FC1=CC(=C(OC=2C(=NC=NC2)N2CC3(CC2)CNCC3)C=C1)CCC(C)(C)F 2-(5-(4-fluoro-2-(3-fluoro-3-methylbutyl)phenoxy)pyrimidin-4-yl)-2,7-diazaspiro[4.4]Nonane